C1(CC1)C1=C(C=CC(=C1)C(F)(F)F)C1CCCC2=C(N1CC#C)C=CC(=C2)F 2-(2-cyclopropyl-4-(trifluoromethyl)phenyl)-7-fluoro-1-(prop-2-yn-1-yl)-1,3,4,5-tetrahydro-2H-benzo[b]azepine